COC([C@@H](CC)OC=1C=C(CN2C(=C(C3=CC(=CC=C23)C(=O)OCC=C)C)C)C=CC1)=O (R)-allyl 1-(3-((1-methoxy-1-oxobutan-2-yl)oxy)benzyl)-2,3-dimethyl-1H-indole-5-carboxylate